vanadium disulfide zinc [Zn+2].[S-2].[S-2].[V+5]